O1C(COCC1)COC1=NN2C(C3=CC=C(C=C3CC2)C#CC2CC2)=C1 2-((1,4-dioxan-2-yl)methoxy)-8-(cyclopropylethynyl)-5,6-dihydropyrazolo[5,1-a]isoquinoline